4-((3-(2,3-difluoro-4-methoxyphenyl)imidazo[1,2-a]pyrazin-8-yl)amino)-2-methyl-N-(3-(2-oxopiperazin-1-yl)propyl)benzamide FC1=C(C=CC(=C1F)OC)C1=CN=C2N1C=CN=C2NC2=CC(=C(C(=O)NCCCN1C(CNCC1)=O)C=C2)C